N1N=CC(=C1)OC1=CC(=C2CN(C(C2=C1)=O)C1=CC(=CC=C1)C1(COC1)[C@H](C1=NN=CN1C)F)C(F)(F)F (R)-6-((1H-pyrazol-4-yl)oxy)-2-(3-(3-(fluoro(4-methyl-4H-1,2,4-triazol-3-yl)methyl)oxetan-3-yl)phenyl)-4-(trifluoromethyl)isoindolin-1-one